C(C1=CC=CC=C1)OC1=NC=C(C=C1C=C)Cl 2-(benzyloxy)-5-chloro-3-vinylpyridine